N-(4-(5-chloro-7-cyano-2-(4-methoxybenzyl)-4-(2-methylpyrrolidin-1-yl)-2H-indazol-6-yl)benzyl)-5-fluoro-2-methoxybenzamide ClC1=C(C2=CN(N=C2C(=C1C1=CC=C(CNC(C2=C(C=CC(=C2)F)OC)=O)C=C1)C#N)CC1=CC=C(C=C1)OC)N1C(CCC1)C